CC1=NN(C(=C1C(=O)O)C)C1=NC=CC=N1 3,5-dimethyl-1-(pyrimidin-2-yl)-1H-pyrazole-4-carboxylic acid